(S)-2-(2-fluorophenylsulfonamido)-3-phenylpropanoic acid FC1=C(C=CC=C1)S(=O)(=O)N[C@H](C(=O)O)CC1=CC=CC=C1